3-(4-((3,6-diazabicyclo[3.1.1]heptane-3-yl)methyl)-1-oxoisoindoline-2-yl)piperidine C12CN(CC(N1)C2)CC2=C1CN(C(C1=CC=C2)=O)C2CNCCC2